CCCCCCCCCCCCCCCCC(=O)O[C@H](COC(=O)CCCCCCCCCCCCCCC)COP(=O)(O)OC[C@H](CO)O 1-hexadecanoyl-2-heptadecanoyl-glycero-3-phospho-(1'-sn-glycerol)